4-[2-amino-9-[(4-amino-3-methyl-phenyl)methyl]purin-6-yl]pyridine-2-carbonitrile NC1=NC(=C2N=CN(C2=N1)CC1=CC(=C(C=C1)N)C)C1=CC(=NC=C1)C#N